N-((4-(dimethylamino)tetrahydro-2H-pyran-4-yl)methyl)-5-(4-hydroxy-3-methoxyphenyl)thiophene-2-carboxamide CN(C1(CCOCC1)CNC(=O)C=1SC(=CC1)C1=CC(=C(C=C1)O)OC)C